diisobutyl-3,9-perylenedicarboxylate C(C(C)C)OC(=O)C=1C=CC=2C=3C=CC=C4C(=CC=C(C5=CC=CC1C52)C43)C(=O)OCC(C)C